acryloyloxymethyl-Tri-n-propoxysilane C(C=C)(=O)OC[Si](OCCC)(OCCC)OCCC